1-(1H-benzo[d]imidazol-5-yl)-5-(4-(cyclohexyloxy)phenyl)imidazolidin-2-one N1C=NC2=C1C=CC(=C2)N2C(NCC2C2=CC=C(C=C2)OC2CCCCC2)=O